ricinoleic acid ammonium salt [NH4+].C(CCCCCCC\C=C/C[C@H](O)CCCCCC)(=O)[O-]